CC=C[SiH](OC(C#C)(C)C)OC(C#C)(C)C methylvinylbis(3-methyl-1-butyn-3-oxy)silane